C1(CC1)C=1C(=C(C(=O)OCC)C=CC1)O ethyl 3-cyclopropyl-2-hydroxy-benzoate